tert-Butyl 2-isopropyl-4-oxo-3,4,5,6-tetrahydropyrido[3,4-d]pyrimidine-7(8H)-carboxylate C(C)(C)C=1NC(C2=C(N1)CN(CC2)C(=O)OC(C)(C)C)=O